2-((((9H-Fluoren-9-yl)methoxy)carbonyl)(methyl)amino)-4-(5-iodopyridin-3-yl)butanoic acid C1=CC=CC=2C3=CC=CC=C3C(C12)COC(=O)N(C(C(=O)O)CCC=1C=NC=C(C1)I)C